FC1CC(C1)(C1=NN=CN1C)C=1C=C(C=CC1)C1=COC2=C(C=C(C=C2C1=O)CNCCOC)C trans-3-[3-[3-fluoro-1-(4-methyl-1,2,4-triazol-3-yl)cyclobutyl]phenyl]-6-[(2-methoxyethylamino)methyl]-8-methyl-chromen-4-one